ClC1=NC=CC=C1C1=NC=2N(C(=C1)C)N(CC2)C(C(F)(F)F)C2CC2 5-(2-Chloropyridin-3-yl)-N-(1-cyclopropyl-2,2,2-trifluoroethyl)-7-methylpyrazolo[1,5-a]Pyrimidine